OCC=CC=CC hydroxymethylpentadiene